S[NH3+] sulfydryl-ammonium